Dimethyl-ammonia CNC